[S-]C#N.[Li+] Lithium Thiocyanate